3-butyl-Citronellal Methyl-2-(3-methoxy-4-(5-phenylthiophene-2-carboxamido)-[1,1'-biphenyl]-2-yl)acetate COC(CC1=C(C=CC(=C1OC)NC(=O)C=1SC(=CC1)C1=CC=CC=C1)C1=CC=CC=C1)=O.CCC(C)C\C(\C)=C/CCC(C)CC=O